FC=1C=CC2=C(NC(=NS2(=O)=O)O)C1C(C)C1=C(C=CC=C1)F 6-fluoro-5-(1-(2-fluorophenyl)ethyl)-3-hydroxy-4H-benzo[e][1,2,4]thiadiazine 1,1-dioxide